FC(O[C@@H](C)[C@@H]1CCC=2C(=NC(=CC2C2=C(C=C(C=C2)F)F)C(=O)N)O1)F (S)-2-((S)-1-(difluoromethoxy)ethyl)-5-(2,4-difluorophenyl)-3,4-dihydro-2H-pyrano[2,3-b]pyridine-7-carboxamide